Ethyl (1R,2S,5R)-2-((S)-3-(((benzyloxy)carbonyl)amino)-2-oxopyrrolidin-1-yl)-5-(isopropyl(methyl)amino)cyclohexane-1-carboxylate C(C1=CC=CC=C1)OC(=O)N[C@@H]1C(N(CC1)[C@@H]1[C@@H](C[C@@H](CC1)N(C)C(C)C)C(=O)OCC)=O